N-(5-cyclopropyl-1H-pyrazol-3-yl)-2-(2-oxa-7-azaspiro[3.4]oct-7-yl)pyrimidin-4-amine C1(CC1)C1=CC(=NN1)NC1=NC(=NC=C1)N1CCC2(COC2)C1